The molecule is a member of the class of benzofurans that is 2,3-dihydro-1-benzofuran substituted by a hydroxymethyl group at position 3, a prop-1-en-1-yl group at position 5 and a 4-hydroxyphenyl group at position 2. It is a lignan derivative isolated from the roots of Krameria lappacea. It has a role as an anti-inflammatory agent, a cyclooxygenase 1 inhibitor, a cyclooxygenase 2 inhibitor, a NF-kappaB inhibitor and a plant metabolite. It is a member of benzofurans, a member of phenols and a primary alcohol. C/C=C/C1=CC2=C(C=C1)O[C@@H]([C@@H]2CO)C3=CC=C(C=C3)O